CN(C1=CC=C(C=C1)N1C(=NN(C1C1=C(C(=CC=C1)OC)OCC1=CC=C(C=C1)C)C1=CC=CC=C1)C(C)=O)C (4-(4-(dimethylamino)phenyl)-5-(3-methoxy-2-((4-methylbenzyl)oxy)phenyl)-1-phenyl-4,5-dihydro-1H-1,2,4-triazol-3-yl)ethan-1-one